4-(2,6-dimethylpiperazin-1-yl)-2-(2,6-dioxopiperidin-3-yl)-6-fluoroisoindoline-1,3-dione CC1N(C(CNC1)C)C1=C2C(N(C(C2=CC(=C1)F)=O)C1C(NC(CC1)=O)=O)=O